4-(((1H-pyrazol-4-yl)methyl)amino)-3-methoxy-5-nitrobenzoic acid N1N=CC(=C1)CNC1=C(C=C(C(=O)O)C=C1[N+](=O)[O-])OC